FC1(CC(C1)C(=O)N[C@H](C(=O)N1[C@@H]([C@H]2C([C@H]2C1)(C)C)C(=O)OC)C(C)(C)C)F methyl (1R,2S,5S)-3-[(2S)-2-[(3,3-difluorocyclobutanecarbonyl)amino]-3,3-dimethyl-butanoyl]-6,6-dimethyl-3-azabicyclo[3.1.0]hexane-2-carboxylate